BrC=1C(=C(C(=O)NCCCCCl)C=CC1)C 3-bromo-N-(4-chlorobutyl)-2-methylbenzamide